CN1N=CC(=C1C1=CC=2N(C=C1)N=C(C2)NC(=O)C2CC2)OC[C@@H]2N(CC2)CC(F)(F)F N-[5-[2-methyl-4-[[(2R)-1-(2,2,2-trifluoroethyl)azetidin-2-yl]methoxy]pyrazol-3-yl]pyrazolo[1,5-a]pyridin-2-yl]cyclopropanecarboxamide